CS(=O)(=O)OC=1C=C2C(N(C(C2=C(C1)OCC(=O)NCCCCNC(C1=NC=C(C=C1)C=1C=C2C(=C(C=NC2=CC1)C(NC)=O)NC1=CC=CC=C1)=O)=O)C1C(NC(CC1)=O)=O)=O 2-(2,6-dioxopiperidin-3-yl)-7-(2-((4-(5-(3-(methylcarbamoyl)-4-(phenylamino)quinolin-6-yl)picolinamido)butyl)amino)-2-oxoethoxy)-1,3-dioxoisoindolin-5-yl methanesulfonate